N[C@H](CC#N)C1=CSC=C1 (R)-3-amino-3-(thiophen-3-yl)propionitrile